FC1=C(OC2=CC=CC=C2)C(=CC(=C1)C=1SC(=CC1)CO)F 4-[2,6-difluoro-4-(5-hydroxymethyl-thiophen-2-yl)-phenoxy]-benzene